(S)-8-(2-amino-6-((R)-2,2,2-trifluoro-1-(4-(2-oxo-2,3-dihydrobenzo[d]oxazol-6-yl)phenyl)ethoxy)pyrimidin-4-yl)-2,8-diazaspiro[4.5]decane-3-carboxylic acid NC1=NC(=CC(=N1)N1CCC2(C[C@H](NC2)C(=O)O)CC1)O[C@@H](C(F)(F)F)C1=CC=C(C=C1)C1=CC2=C(NC(O2)=O)C=C1